(2-chloroacetyl)-[[(2S)-2-[[(E)-3-(4-chloro-2-fluoro-phenyl)prop-2-enoyl]amino]-4-methyl-pentanoyl]amino]propanamide ClCC(=O)C(C(=O)N)(C)NC([C@H](CC(C)C)NC(\C=C\C1=C(C=C(C=C1)Cl)F)=O)=O